3-{N-[(4-oxo-1H-quinolin-3-yl)carbonyl]amino}-4,6-bis(tert-butyl)phenolate O=C1C(=CNC2=CC=CC=C12)C(=O)NC=1C=C(C(=CC1C(C)(C)C)C(C)(C)C)[O-]